C(C\C=C/C)O (3Z)-3-penten-1-ol